tert-Butyl (R)-4-((4-hydroxy-1-(3-phenylbutanoyl)piperidin-4-yl)methyl)-3-oxopiperazine-1-carboxylate OC1(CCN(CC1)C(C[C@@H](C)C1=CC=CC=C1)=O)CN1C(CN(CC1)C(=O)OC(C)(C)C)=O